C(CCCCC(=O)O)(=O)O.C(CCC)(N)N butanediamine adipate